[O].FC(C(C(C(C(C(F)(F)F)(F)F)(F)F)(F)F)(F)F)(F)F perfluorohexane oxygen